(S)-N-(3-(1-((2-ethyl-2H-pyrazolo[3,4-b]pyrazin-6-yl)amino)ethyl)phenyl)-5-methyl-6-(trifluoromethyl)nicotinamide C(C)N1N=C2N=C(C=NC2=C1)N[C@@H](C)C=1C=C(C=CC1)NC(C1=CN=C(C(=C1)C)C(F)(F)F)=O